(((((2R,3S,4R,5R)-5-(6-chloro-4-(isopropoxyamino)-1H-pyrazolo[3,4-b]pyridin-1-yl)-3,4-dihydroxytetrahydrofuran-2-yl)methoxy)(hydroxy)phosphoryl)methyl)phosphonic acid ClC1=CC(=C2C(=N1)N(N=C2)[C@H]2[C@@H]([C@@H]([C@H](O2)COP(=O)(O)CP(O)(O)=O)O)O)NOC(C)C